4-bromo-3-fluoro-pyridin-2-amine BrC1=C(C(=NC=C1)N)F